[Cl-].C(CCCCCCCCCCCCCCCCC)(=O)C[N+](C)(C)CCCO stearoylhydroxypropyl-trimethylammonium chloride